Ethyl-5-fluoro-N-isopropyl-2-((2-methyl-4-(2,7-diazaspiro[3.5]non-2-yl)pyrimidin-5-yl)oxy)benzamide hydrochloride Cl.C(C)C=1C(=C(C(=O)NC(C)C)C=C(C1)F)OC=1C(=NC(=NC1)C)N1CC2(C1)CCNCC2